1-(2-methylsulfonylethyl)pyrazol CS(=O)(=O)CCN1N=CC=C1